5-methyl-2-(4,4,5,5-tetramethyl-1,3,2-dioxaborolan-2-yl)benzo[b]phosphindole 5-oxide CP1(C2=C(C3=CC(=CC=C13)B1OC(C(O1)(C)C)(C)C)C=CC=C2)=O